1-(2-(4-methoxyphenoxy)ethyl)-2-methyl-1H-indole-3-carbaldehyde COC1=CC=C(OCCN2C(=C(C3=CC=CC=C23)C=O)C)C=C1